tert-butyl (1R,5S)-3-(7-(5-acetylamino-3-chloro-2-(trifluoromethyl)phenyl)-8-fluoro-2-(2,2,2-trifluoroethoxy)pyridino[4,3-d]pyrimidin-4-yl)-3,8-diazabicyclo[3.2.1]octan-8-formate C(C)(=O)NC=1C=C(C(=C(C1)C1=C(C=2N=C(N=C(C2C=N1)N1C[C@H]2CC[C@@H](C1)N2C(=O)OC(C)(C)C)OCC(F)(F)F)F)C(F)(F)F)Cl